BrC=1C=C(C(=NC1)C#N)SCC 5-bromo-3-(ethylthio)pyridine-2-carbonitrile